CCCCCCCCCCCCCCCCCCCCOC[C@H](COP(=O)([O-])OCC[N+](C)(C)C)OC(=O)CCCCC/C=C\\C/C=C\\C/C=C\\C/C=C\\CCCCC The molecule is a phosphatidylcholine O-42:4 in which the alkyl and acyl group specified at positions 1 and 2 are icosyl and (7Z,10Z,13Z,16Z)-docosatetraenoyl respectively. It is a phosphatidylcholine O-42:4, a 2-acyl-1-alkyl-sn-glycero-3-phosphocholine and a PC(O-20:0/22:4). It derives from an all-cis-docosa-7,10,13,16-tetraenoic acid.